ClC=1C=C(C=C(C1)F)C=1N=C(NC1C1=CC2=C(N=CS2)C=C1)CC 6-(4-(3-Chloro-5-fluorophenyl)-2-ethyl-1H-imidazol-5-yl)benzo[d]thiazole